Methyl 3-hydroxy-1-oxo-3-(4-(trifluoromethyl)phenyl)-1,2,3,4-tetrahydroisoquinoline-6-carboxylate OC1(NC(C2=CC=C(C=C2C1)C(=O)OC)=O)C1=CC=C(C=C1)C(F)(F)F